Cyclobutanecarboxylic acid [2-(2-ethoxy-6-methoxybenzoimidazol-1-yl)ethyl]amide C(C)OC1=NC2=C(N1CCNC(=O)C1CCC1)C=C(C=C2)OC